NC1=NC=C(C=N1)Cl 2-AMINO-5-CHLOROPYRIMIDINE